Ethanesulfonic acid [5-(6-chloro-1-methyl-1H-pyrrolo[2,3-b]pyridin-2-yl)-pyridin-3-ylmethyl]-amide ClC1=CC=C2C(=N1)N(C(=C2)C=2C=C(C=NC2)CNS(=O)(=O)CC)C